C(C)(C)(C)C1=CC(=C(C=C1Cl)C=1NC2=CC=NC(=C2C(C1)=O)C1=NN=C(N1C)C)C 2-(4-tert-butyl-5-chloro-2-methyl-phenyl)-5-(4,5-dimethyl-1,2,4-triazol-3-yl)-1H-1,6-naphthyridin-4-one